C(CCCCCCCCCCCCCCC)[N+](C)(C)C.C(CCCCCCCCCCCCCCC)[N+](C)(C)C cetyltrimethylammonium (cetyltrimethylammonium) salt